(R)-N-(1-cyanopyrrolidin-3-yl)-4-fluoro-3-(pyridin-4-yl)benzamide C(#N)N1C[C@@H](CC1)NC(C1=CC(=C(C=C1)F)C1=CC=NC=C1)=O